N(=[N+]=[N-])C1=CC=C(C(=C1C1=CC(N2[C@@H](CCC2C1)C(=O)OC)=O)F)Cl Methyl (3S)-7-(6-azido-3-chloro-2-fluorophenyl)-5-oxo-1,2,3,5,8,8a-hexahydroindolizine-3-carboxylate